phenyl-(5-chloro-1-ethoxy-2,6-naphthyridin-3-yl) acetate C(C)(=O)OC=1N=C(C2=CC=NC(=C2C1C1=CC=CC=C1)Cl)OCC